NCOC(=O)N1CCCCC1 (aminomethyl)piperidine-1-carboxylate